(1r,4r)-4-((3-(3,4-bis(1,3-dioxolan-2-yl)phenyl)propionylamino)methyl)cyclohexane-1-carboxylic acid methyl ester COC(=O)C1CCC(CC1)CNC(CCC1=CC(=C(C=C1)C1OCCO1)C1OCCO1)=O